8-((2-hydroxyethyl)(2-((2-hydroxyethyl)amino)ethyl)amino)heptadecaneN OCCN(C(CCCCCC=C)CCCCCCCCC)CCNCCO